BrC1=C(C(=C(C(=O)OC)C=C1)CBr)Cl methyl 4-bromo-2-(bromomethyl)-3-chlorobenzoate